oleyl-((Z)-octadecen-1-ol) C(CCCCCCC\C=C/CCCCCCCC)/C(=C/CCCCCCCCCCCCCCCC)/O